calcium magnesium acetate salt C(C)(=O)[O-].[Mg+2].[Ca+2].C(C)(=O)[O-].C(C)(=O)[O-].C(C)(=O)[O-]